Quinoline-7-one N1=CC=CC2=CCC(C=C12)=O